COC(C1=CC=C(C(=O)OC)C(=C1)[N+](=O)[O-])=O 5-nitroterephthalic acid dimethyl ester